Rac-(6-hydroxy-2-(3-hydroxy-3-methylpyrrolidine-1-carbonyl)quinolin-4-yl)(piperidin-1-yl)methanone OC=1C=C2C(=CC(=NC2=CC1)C(=O)N1C[C@](CC1)(C)O)C(=O)N1CCCCC1 |r|